(4-((Z)-1-fluoro-2-(3'-(5-(((S)-3-hydroxypyrrolidin-1-yl)methyl)-4-methoxymethylpyridinoylamino)-2,2'-dimethyl-[1,1'-biphenyl]-3-yl)vinyl)-2-methoxybenzyl)-D-serine F\C(=C/C=1C(=C(C=CC1)C1=C(C(=CC=C1)NC(=O)C1=NC=C(C(=C1)COC)CN1C[C@H](CC1)O)C)C)\C1=CC(=C(CN[C@H](CO)C(=O)O)C=C1)OC